ClC(C1=NC(=NO1)C=1C=NC(=NC1)NC(C)C1=C(C(=CC=C1)OC)F)(F)F 5-[5-[chloro(difluoro)methyl]-1,2,4-oxadiazol-3-yl]-N-[1-(2-fluoro-3-methoxyphenyl)ethyl]pyrimidin-2-amine